(S)-4-(dideutero(1-methyl-1H-pyrazol-4-yl)methyl)-N-(1-methylcyclopropyl)-5-oxo-1-(trifluoromethyl)-1,2,4,5-tetra-hydroimidazo[1,2-a]quinazoline-7-sulfonamide [2H]C(N1C=2N(C3=CC=C(C=C3C1=O)S(=O)(=O)NC1(CC1)C)[C@@H](CN2)C(F)(F)F)(C=2C=NN(C2)C)[2H]